C(C)(C)OC1=CC=C(C=C1)C=1C=C2CC(C(C2=CC1OC)NC(O[C@@H]1CN2CCC1CC2)=O)(C)C (S)-quinuclidin-3-yl (5-(4-isopropoxyphenyl)-6-methoxy-2,2-dimethyl-2,3-dihydro-1H-inden-1-yl)carbamate